C(C1=CC=CC=C1)OCCCOC=1C(=NC=C(C1)C1=NN(C2=CN=C(C=C21)Br)COCC[Si](C)(C)C)N2CCOCC2 4-(3-(3-(benzyloxy)propoxy)-5-(5-bromo-1-((2-(trimethylsilyl)ethoxy)methyl)-1H-pyrazolo[3,4-c]pyridin-3-yl)pyridin-2-yl)morpholine